C(CCCCC(C)C)C=C(C(=O)O)C.C(C(=C)C)(=O)OCCCCCC(C)C isooctyl methacrylate (iso-Octyl methacrylate)